C1(CC1)C1CCN(CC1)C(=O)OC(C)(C)C 2-methylpropan-2-yl 4-cyclopropylhexahydropyridine-1-carboxylate